[Na+].C(CCCCCCCCCCC)C=1C=C(C=CC1)S(=O)(=O)[O-] 3-dodecyl-benzenesulfonic acid sodium salt